(2S,4r,6S)-6-(4-(4-cyclopropyl-3-oxopiperazine-1-carbonyl)phenyl)-7-((5-methoxy-7-methyl-1H-indol-4-yl)methyl)-7-azaspiro[3.5]nonane-2-carbonitrile C1(CC1)N1C(CN(CC1)C(=O)C1=CC=C(C=C1)[C@@H]1CC2(CC(C2)C#N)CCN1CC1=C2C=CNC2=C(C=C1OC)C)=O